(tert-butyldimethylsilyl)-2-cyclopropyl-2H-1,2,3-triazole-4-sulfonamide [Si](C)(C)(C(C)(C)C)C=1C(=NN(N1)C1CC1)S(=O)(=O)N